FC=1C(=CC(=C2CNC(C12)=O)C(F)(F)F)CO 7-fluoro-6-(hydroxymethyl)-4-(trifluoromethyl)-2,3-dihydro-1H-isoindol-1-one